(S)-METHYL 6'-CHLORO-5-(((1R,2R)-2-((R)-1-HYDROXYBUT-3-EN-1-YL) CYCLOBUTYL)METHYL)-3',4,4',5-TETRAHYDRO-2H,2'H-SPIRO[BENZO[B][1,4]OXAZEPINE-3,1'-NAPHTHALENE]-7-CARBOXYLATE ClC=1C=C2CCC[C@]3(C2=CC1)CN(C1=C(OC3)C=CC(=C1)C(=O)OC)C[C@H]1[C@@H](CC1)[C@@H](CC=C)O